Tert-butyl 3-oxa-7,9-diazabicyclo[3.3.1]nonane-9-carboxylate C12COCC(CNC1)N2C(=O)OC(C)(C)C